C(C1=CC=CC=C1)N[C@@H]([C@H](C)O)CO[Si](C)(C)C(C)(C)C (2S,3R)-3-(Benzylamino)-4-{[tert-butyl(dimethyl)silyl]oxy}butan-2-ol